NC1=C(C2=C(S1)C(=CC=C2C2=C1C=CN3C1=C(C=C2F)C(N2[C@@H](CC3)CN(CC2)C(C(=C)F)=O)=O)F)C#N 2-Amino-7-fluoro-4-((S)-2-fluoro-10-(2-fluoroacryloyl)-14-oxo-8,8a,9,10,11,12-hexahydro-7H,14H-pyrazino[1',2':5,6][1,5]diazocino[3,2,1-hi]indol-3-yl)benzo[b]thiophene-3-carbonitrile